C1(=CC=CC=C1)N1C2=CC=CC=C2C=2C=C(C=CC12)C1=CC=C(C=C1)C1=NC2=C3C(=C4C(=C2N=C1)C=CC=C4)C=CC=C3 2-[4-(9-phenyl-9H-carbazol-3-yl)phenyl]dibenzo[f,H]quinoxaline